(racemic)-(2s,4S)-2-((3R,4R)-3-Methyl-4-(3-methyl-4-(trifluoromethoxy)phenyl)piperidine-1-carbonyl)-7-oxa-5-azaspiro[3.4]octan-6-one C[C@H]1CN(CC[C@H]1C1=CC(=C(C=C1)OC(F)(F)F)C)C(=O)C1CC2(C1)NC(OC2)=O |r|